BrC=1C=C(C(=O)O)C(=CN1)OCC 2-Bromo-5-ethoxyisonicotinic acid